FC1=C(C=CC2=C1N(C(=N2)N2CC(CCC2)N)CC2=C(C=CC=C2)C(F)(F)F)OC 1-[7-fluoro-6-methoxy-1-[[2-(trifluoromethyl)phenyl]methyl]-1H-benzimidazol-2-yl]-3-piperidinamine